Ethyl (E)-4-(4-hydroxypent-1-en-1-yl)-1H-pyrrole-2-carboxylate OC(C/C=C/C=1C=C(NC1)C(=O)OCC)C